C(C)(=O)[O-].S1[NH2+]C=CC=C1 thiazinium acetate